2-(tert-butyl)-1'-(4,5-dimethyl-1H-indazole-7-carbonyl)-5H-spiro[benzo[d]thiazol-6,4'-piperidin]-4(7H)-one C(C)(C)(C)C=1SC2=C(N1)C(CC1(CCN(CC1)C(=O)C=1C=C(C(=C3C=NNC13)C)C)C2)=O